ClC=1SC(=CN1)CN1C=CC=C2C1=NC(N(C2=O)C(C)C(C)C)=O 8-((2-chlorothiazol-5-yl)methyl)-3-(3-methylbutan-2-yl)pyrido[2,3-d]pyrimidine-2,4(3H,8H)-dione